CC(C)S(=O)(=O)C1=C(C=CC=C1)NC1=NC(=NC=C1)N N4-[2-[(1-methylethyl)sulfonyl]phenyl]-2,4-pyrimidinediamine